(1S,2R,4S) and (1R,2S,4R)-ethyl-4-(tert-butoxycarbonylamino)-2-ethyl-1-methylcyclopentanecarboxylate C(C)OC(=O)[C@@]1([C@@H](C[C@@H](C1)NC(=O)OC(C)(C)C)CC)C |r|